C(C1=CC=C(NC)C=C1)C1=CC=C(NC)C=C1 4,4'-Methylenebis(N-methylaniline)